N-((1R,2S)-2-(1-methyl-1H-benzimidazol-2-yl)-2-phenylcyclopentyl)aniline CN1C(=NC2=C1C=CC=C2)[C@]2([C@@H](CCC2)NC2=CC=CC=C2)C2=CC=CC=C2